FC=1C=C(C=CC1)CC(=O)NCC1=CC(=NC=C1)N1CC(CCC1)F 2-(3-Fluorophenyl)-N-((2-(3-fluoropiperidin-1-yl)pyridin-4-yl)methyl)acetamide